7-bromo-6-(6-(4-(dimethoxymethyl)piperidin-1-yl)pyridin-3-yl)-1-fluoro-3-(tetrahydro-2H-pyran-2-yl)-3,8,9,10-tetrahydrocyclohepta[e]indazole BrC1=C(C2=C(C=3C(=NN(C3C=C2)C2OCCCC2)F)CCC1)C=1C=NC(=CC1)N1CCC(CC1)C(OC)OC